NC1=C2C(=NC=N1)N(N=C2C2=CC=C(C=C2)CNC(C2=C(C=CC=C2)OC)=O)C2CC(CCC2)=O N-[[4-[4-amino-1-(3-oxocyclohexyl)pyrazolo[3,4-d]pyrimidin-3-yl]phenyl]methyl]-2-methoxy-benzamide